(R)-3-chloro-4-(1-phenylethoxy)-N-(1,2,4-thiadiazol-5-yl)benzenesulfonamide ClC=1C=C(C=CC1O[C@H](C)C1=CC=CC=C1)S(=O)(=O)NC1=NC=NS1